methyl 4-chloro-6-(difluoromethoxy)pyridazine-3-carboxylate ClC1=C(N=NC(=C1)OC(F)F)C(=O)OC